5-fluoro-6-(2-hydroxyethoxy)nicotinate FC=1C(=NC=C(C(=O)[O-])C1)OCCO